C1(CC1)C1=C(C(=NO1)C1=C(C=CC=C1Cl)Cl)COC1CCN(CC1)C=1SC(=C(N1)C1=CC=C(C(=O)O)C=C1)C 4-(2-(4-((5-cyclopropyl-3-(2,6-dichlorophenyl)isoxazol-4-yl)methoxy)piperidin-1-yl)-5-methylthiazol-4-yl)benzoic acid